N-{[4-({[1-(2-methoxyethyl)piperidin-3-yl]methyl}amino)-3-nitrophenyl]sulfonyl}-2-(1H-pyrrolo[2,3-b]pyridin-5-yloxy)benzamide COCCN1CC(CCC1)CNC1=C(C=C(C=C1)S(=O)(=O)NC(C1=C(C=CC=C1)OC=1C=C2C(=NC1)NC=C2)=O)[N+](=O)[O-]